1-benzyl-2,3-dihydro-1H-imidazo[2,3-b]imidazol-2-one C(C1=CC=CC=C1)N1C(CN2C1=NC=C2)=O